C(C)OC(=O)C1=CC(=NN1C1=CC=C(C=C1)CN)C 1-(4-(aminomethyl)phenyl)-3-methyl-1H-pyrazole-5-carboxylic acid ethyl ester